C12(CC(C1)C2)NC(O[C@@H]2CO[C@@H](C2)C2=CC(=NN2)NC(=O)C2=CC(=NN2C)OCC(F)(F)F)=O (3S,5S)-5-(3-(1-methyl-3-(2,2,2-trifluoroethoxy)-1H-pyrazole-5-carboxamido)-1H-pyrazol-5-yl)tetrahydrofuran-3-yl bicyclo[1.1.1]pentan-1-ylcarbamate